BrC=1C=C(C=CC1F)NC(=S)NC(C1=CC=CC=C1)=O N-[(3-bromo-4-fluoro-phenyl)carbamothioyl]benzamide